(R)-N-[(5S)-2-methoxyspiro[5,7-dihydrocyclopenta[b]pyridine-6,4'-piperidine]-5-yl]-2-methyl-propane-2-sulfinamide COC1=CC=C2C(=N1)CC1(CCNCC1)[C@@H]2N[S@](=O)C(C)(C)C